C(C(C)C)N(C1=C(C=C(C=C1)[C@@H]1[C@@H](C1)C(=O)O)NC(=O)NC1=CC(=NO1)C)CC(C)C (1R,2S)-2-(4-(diisobutylamino)-3-(3-(3-methylisoxazol-5-yl)ureido)phenyl)cyclopropanecarboxylic acid